C(C)OC(=O)C=1N(/C(/OC1)=N/C(=O)C1=CNC2=NC=CC=C21)CC2=CC=CC=C2 (Z)-2-((1H-pyrrolo[2,3-b]pyridine-3-carbonyl)imino)-3-benzyl-2,3-dihydrooxazole-4-carboxylic acid ethyl ester